[(3R,9aS)-3-(3-Bromo-5-chlorophenyl)-3-hydroxy-1,4,6,7,9,9a-hexahydropyrazino[2,1-c][1,4]oxazin-8-yl]-(2-chloro-3-methoxyphenyl)methanon BrC=1C=C(C=C(C1)Cl)[C@@]1(CN2[C@H](CO1)CN(CC2)C(=O)C2=C(C(=CC=C2)OC)Cl)O